3-(4-fluorophenyl)-N-(4-methyl-3-(pyridin-4-yl)-1H-pyrazol-5-yl)propenamide FC1=CC=C(C=C1)C=CC(=O)NC1=C(C(=NN1)C1=CC=NC=C1)C